N'-(2,4-dichlorophenyl)-3,5-dimethyl-1H-pyrazole-4-sulfonyl-hydrazine ClC1=C(C=CC(=C1)Cl)NNS(=O)(=O)C=1C(=NNC1C)C